4,5-dihydro-2-((3-methyl-2-buten-1-yl)thio)thiazole CC(=CCSC=1SCCN1)C